ClC1=C(C=CC(=N1)NN1C(C(=C(C1=O)C)CCOCCC(C)C)=O)C(F)(F)F 1-{[6-chloro-5-(trifluoromethyl)(2-pyridyl)]amino}-4-methyl-3-[2-(3-methylbutoxy)ethyl]azoline-2,5-dione